(E)-4-((4-amino-2,3-dimethylbut-2-en-1-yl)amino)-3-nitrobenzamide, Hydrochloride Cl.NC/C(=C(/CNC1=C(C=C(C(=O)N)C=C1)[N+](=O)[O-])\C)/C